3-(naphthyl)-2-methoxyphenanthrene C1(=CC=CC2=CC=CC=C12)C=1C(=CC=2C=CC3=CC=CC=C3C2C1)OC